C(CCCCCCC)C=1SC2=C(C1)C=CC=C2CCCCCCCC 2,7-dioctylbenzothiophene